C(C)(C)[Si](C(C)C)(C(C)C)C#CC=1C2=CC=CC=C2C(=C2C=CC=CC12)C#C[Si](C(C)C)(C(C)C)C(C)C 9,10-bis[(triisopropylsilyl)ethynyl]anthracene